O=C1NC(CCC1NC(C1=CC=C(C=C1)N1CCC(CC1)CN1CCN(CC1)C1=CC=C(C=C1)[C@H]1[C@H](CCC2=CC(=CC=C12)O)C1=CC=CC=C1)=O)=O N-(2,6-dioxopiperidin-3-yl)-4-(4-((4-(4-((1R,2S)-6-hydroxy-2-phenyl-1,2,3,4-tetrahydronaphthalen-1-yl)phenyl)piperazin-1-yl)methyl)piperidin-1-yl)benzamide